FC1=CC=C(C=C2C(N(C(S2)=NN=C2C(NC3=CC=C(C=C23)Br)=O)C2=CC=C(C=C2)C(C)(C)C)=O)C=C1 3-(2-(5-(4-fluorobenzylidene)-3-(4-tert-butylphenyl)-4-oxothiazolidin-2-ylidene)hydrazono)-5-bromoindol-2-one